CC1=NC(=CC(=C1)CNC(=O)C=1N=NC=C(C1N1C[C@]2(CCCN2)CC1)C1=CC(=CC(=C1)F)F)C N-[(2,6-dimethyl-4-pyridyl)methyl]-4-{(S)-1,7-diaza-7-spiro[4.4]nonyl}-5-(3,5-difluorophenyl)-3-pyridazinecarboxamide